CC(CCC(C)=O)CCCCC(C)C 5,10-DIMETHYLUNDECAN-2-ONE